4-Bromo-2-methyl-6-pyrazol-1-ylmethyl-2H-isoquinolin-1-one BrC1=CN(C(C2=CC=C(C=C12)CN1N=CC=C1)=O)C